(7R)-1-[(4-fluorophenyl)methyl]-7-methyl-5-(1H-pyrrole-2-carbonyl)-6,7-dihydro-4H-pyrazolo[4,3-c]pyridine-3-carboxylic acid FC1=CC=C(C=C1)CN1N=C(C=2CN(C[C@H](C21)C)C(=O)C=2NC=CC2)C(=O)O